2-[1-(cyclohexyl-cyclohexylcarbamoyl-methyl)-5,6-difluoro-1H-benzimidazol-2-yl]-benzoic acid methyl ester COC(C1=C(C=CC=C1)C1=NC2=C(N1C(C(NC1CCCCC1)=O)C1CCCCC1)C=C(C(=C2)F)F)=O